(2S,4R)-N-(1-(5-(3-((5-cyano-4-(4-fluorophenyl)thiazol-2-yl)(methyl)amino)-2-ethylimidazo[1,2-a]pyridin-6-yl)pyrimidin-2-yl)piperidin-4-yl)-4-hydroxypyrrolidine-2-carboxamide C(#N)C1=C(N=C(S1)N(C1=C(N=C2N1C=C(C=C2)C=2C=NC(=NC2)N2CCC(CC2)NC(=O)[C@H]2NC[C@@H](C2)O)CC)C)C2=CC=C(C=C2)F